Tert-butyl N-[(E)-2-[[2-[2-(cyclopropylamino)-2-oxo-ethyl]-1-oxo-3,4-dihydroisoquinolin-6-yl]oxymethyl]-3-fluoro-allyl]carbamate C1(CC1)NC(CN1C(C2=CC=C(C=C2CC1)OC\C(\CNC(OC(C)(C)C)=O)=C\F)=O)=O